CC1=CC=C(C(=O)O[C@H](C(=O)O)[C@@H](C(=O)O)OC(C2=CC=C(C=C2)C)=O)C=C1 (2S,3S)-2,3-bis[(4-methylbenzoyl)oxy]butanedioic acid